(E)-4-(4-(2-(5-cyclopropyl-3-(2,6-dichlorophenyl)isoxazol-4-yl)vinyl)piperidin-1-yl)benzoic acid C1(CC1)C1=C(C(=NO1)C1=C(C=CC=C1Cl)Cl)/C=C/C1CCN(CC1)C1=CC=C(C(=O)O)C=C1